3-{3-Methyl-4-[methyl(pyrrolidin-3-yl)amino]-2-oxo-1,3-benzodiazol-1-yl}piperidine-2,6-dione hydrochloride Cl.CN1C(N(C2=C1C(=CC=C2)N(C2CNCC2)C)C2C(NC(CC2)=O)=O)=O